C(C1=CC=CC=C1)OC1=CC(=C(NC2=CC=C(C=C2)F)C=C1)Br 4-(benzyloxy)-2-bromo-N-(4-fluorophenyl)aniline